benzyl 4-bromoindoline-1-carboxylate benzyl-4-bromoindoline-1-carboxylate C(C1=CC=CC=C1)OC(=O)N1CCC2=C(C=CC=C12)Br.BrC1=C2CCN(C2=CC=C1)C(=O)OCC1=CC=CC=C1